14-ethyl-3,6,9,12-tetraoxaoctadec-13-en-1-ol C(C)C(=COCCOCCOCCOCCO)CCCC